FC=1C=C(C=C(C1CN(C)CC(C)(C)O)OC)C=1C(=C(C=CC1)C1=C(C(=CC=C1)NC(=O)C1=CN=CN(C1=O)C)C)C N-(3''-fluoro-4''-(((2-hydroxy-2-methylpropyl)(methyl)amino)methyl)-5''-methoxy-2,2'-dimethyl-[1,1':3',1''-terphenyl]-3-yl)-1-methyl-6-oxo-1,6-dihydropyrimidine-5-carboxamide